F[C@@]1(COCC1)C1=CC(=CC(=N1)N1N=C(C=2C=NC(=CC21)NC(C)=O)C)OC (R)-N-(1-(6-(3-fluorotetrahydrofuran-3-yl)-4-methoxypyridin-2-yl)-3-methyl-1H-pyrazolo[4,3-c]pyridin-6-yl)acetamide